α-tyrosineYl-glutamine N[C@@H](CC1=CC=C(C=C1)O)C(=O)[C@](N)(CCC(N)=O)C(=O)O